C(CC=CC(=O)N)C=CC(=O)N (ethane-1,2-diyl)bisacrylamide